FC1=CN=CC2=C1C(=NC=1N2C(=NN1)C)N1C2=C(OCCC1)C(=CC=C2)C#CC2(CC2)C(F)(F)F 5-(6-fluoro-1-methylpyrido[4,3-e][1,2,4]triazolo[4,3-a]pyrimidin-5-yl)-9-((1-(trifluoromethyl)cyclopropyl)ethynyl)-2,3,4,5-tetrahydrobenzo[b][1,4]oxazepine